ClC=1C=CC2=C(N(C(=N2)C=O)C)C1 6-chloro-1-methyl-benzimidazole-2-carbaldehyde